bis(4-aminophenyl)-ethylenediamine NC1=CC=C(C=C1)NCCNC1=CC=C(C=C1)N